C(C)S(=O)(=O)C1=CC=C(C=C1)[C@@H](CO)C1=NC(=NC=C1C(=O)N)N1[C@@H](CCC(C1)C1=CC=C(C=C1)C(F)(F)F)C(N(C)OC)=O ((R)-1-(4-(ethylsulfonyl)phenyl)-2-hydroxyethyl)-2-((2S)-2-(methoxy(methyl)carbamoyl)-5-(4-(trifluoromethyl)phenyl)piperidin-1-yl)pyrimidine-5-carboxamide